1-(4-fluorobenzoyl)-3-(((7-methoxyquinolin-3-yl)oxy)methyl)azetidine-3-carboxylic acid FC1=CC=C(C(=O)N2CC(C2)(C(=O)O)COC=2C=NC3=CC(=CC=C3C2)OC)C=C1